3,4-dimethylmandelic acid CC=1C=C(C(C(=O)O)O)C=CC1C